2-((1S,6S)-6-aminocyclohex-3-en-1-yl)-5-chloro-N-(thiophen-2-ylmethyl)thieno[3,2-b]pyridin-7-amine N[C@H]1CC=CC[C@@H]1C1=CC2=NC(=CC(=C2S1)NCC=1SC=CC1)Cl